ClC=1C=C(C=NC1)C1=C(C(=C(C=C1)NC(C(C)(C)C=1N=C(SC1)NS(=O)(=O)C1CC1)=O)C)C N-(4-(5-chloropyridin-3-yl)-2,3-dimethylphenyl)-2-(2-(cyclopropanesulfonamido)thiazol-4-yl)-2-methylpropanamide